C(C)(C)(C)OC(=O)N1C(CCCC1)(C)C tert-butyl-2,2-dimethyl-piperidine-1-carboxylate